C(C)(=O)C1=CC(=C(C=C1)NC(=O)N1CCC(CC1)NC1=NC(=NC=C1Cl)NC=1C=C2C=NC(C2=CC1)=O)C N-(4-acetyl-2-methylphenyl)-4-({5-chloro-2-[(1-oxoisoindol-5-yl)amino]pyrimidin-4-yl}amino)piperidine-1-carboxamide